C(C)C1(CCC=C(C1)C(CCC=C)=O)C (5-ethyl-5-methyl-1-cyclohexen-1-yl)-4-penten-1-one